ClC1=NC=C2C(=N1)NN=C2C 6-Chloro-3-methyl-1H-pyrazolo[3,4-d]pyrimidine